N-(3-morpholino-1-(tetrahydro-2H-pyran-2-yl)-1H-pyrazolo[4,3-c]pyridin-6-yl)acetamide O1CCN(CC1)C1=NN(C2=C1C=NC(=C2)NC(C)=O)C2OCCCC2